5-Amino-3-(7-((5-fluoro-2-methoxybenzamido)methyl)-1H-indol-4-yl)-1-(1-oxopropan-2-yl)-1H-pyrazole-4-carboxamide NC1=C(C(=NN1C(C=O)C)C1=C2C=CNC2=C(C=C1)CNC(C1=C(C=CC(=C1)F)OC)=O)C(=O)N